P(O)(OCC(CCCC)CC)=O hydrogen 2-ethylhexyl phosphonate